C1(CC1)C1(C(N[C@H](C1)C)=O)C#N (5S)-3-cyclopropyl-5-methyl-2-oxopyrrolidine-3-carbonitrile